4-[3-chloro-6-fluoro-2-[2-[2-(trifluoromethyl)phenyl]ethyl]phenyl]-5-hydroxy-2,6-dimethyl-pyridazin-3-one ClC=1C(=C(C(=CC1)F)C=1C(N(N=C(C1O)C)C)=O)CCC1=C(C=CC=C1)C(F)(F)F